4-[[2-(5-Chloro-2-hydroxy-phenyl)acetyl]amino]-N-[(1S)-1-cyano-2-hydroxy-1-methyl-ethyl]pyridine-2-carboxamide ClC=1C=CC(=C(C1)CC(=O)NC1=CC(=NC=C1)C(=O)N[C@@](CO)(C)C#N)O